(4-Chlorophenyl)-6,7,8,9-tetrahydro-5H-pyrido[4,3-b]indol-6-amine ClC1=CC=C(C=C1)C1=NC=CC=2NC=3C(CCCC3C21)N